tert-butyl (S)-4-((R*)-2-((tert-butoxycarbonyl)amino)-3-hydroxypropyl)-2,2-dimethyl-5-oxopyrrolidine-1-carboxylate C(C)(C)(C)OC(=O)N[C@H](C[C@H]1CC(N(C1=O)C(=O)OC(C)(C)C)(C)C)CO |o1:8|